ClC1=CC(=CN=N1)NC(C1=C(C=C(C(=C1)[2H])C(C(F)(F)F)(F)F)F)=O N-(6-Chloropyridazin-4-yl)-2-fluoro-4-(pentafluoroethyl)benzamide-5-d